8-bromo-3-(2-methoxyethyl)-6-methyl-2-morpholino-quinazolin-4-one BrC=1C=C(C=C2C(N(C(=NC12)N1CCOCC1)CCOC)=O)C